C(C)[Si]1(O[SiH](O[Si](O1)(C)NC)C)C 2-ethylmethylamino-2,4,6-trimethylcyclotrisiloxane